N-phenyl-benzoyl-aminopyrazolopyrimidine C1(=CC=CC=C1)N1N=C(C2=C1C=NC(=N2)C(C2=CC=CC=C2)=O)N